OC(CN(CC(=O)O)C1=C(C=CC=C1)C)COC(C(=C)C)=O N-(2-hydroxy-3-((2-methyl-1-oxo-2-propenyl)oxy)propyl)-N-tolyl-glycine